CN1C=NC=2N=C(NC(C12)=O)N N7-methyl-guanine